4-[(9aS)-2-[5-methyl-1-[4-(trifluoromethoxy)phenyl]pyrazol-3-yl]-1,3,4,6,7,8,9,9a-octahydropyrido[1,2-a]pyrazin-7-yl]-1,4-thiazinane 1,1-dioxide CC1=CC(=NN1C1=CC=C(C=C1)OC(F)(F)F)N1C[C@H]2N(CC1)CC(CC2)N2CCS(CC2)(=O)=O